ClC1=CC(=C(C(=N1)N)N)C=C 6-chloro-4-vinyl-pyridine-2,3-diamine